(s)-2-amino-3-(4-(4-((benzyloxy)carbonyl)piperazin-1-yl)phenyl)propanoic acid N[C@H](C(=O)O)CC1=CC=C(C=C1)N1CCN(CC1)C(=O)OCC1=CC=CC=C1